3-chloro-1-(2-(4-(4-(5-(2-chloro-6-(S-methylsulfonimidoyl)phenyl)-4,5-dihydroisoxazol-3-yl)thiazol-2-yl)piperidin-1-yl)-2-oxoethyl)-5-(trifluoromethyl)pyridin-2(1H)-one ClC=1C(N(C=C(C1)C(F)(F)F)CC(=O)N1CCC(CC1)C=1SC=C(N1)C1=NOC(C1)C1=C(C=CC=C1S(=O)(=N)C)Cl)=O